C(C)N1C(N(C2=NC(=NC=C12)SC)C1CC(C1)C#N)=O 3-(7-ethyl-2-(methylsulfanyl)-8-oxo-7,8-dihydro-9H-purin-9-yl)cyclobutane-1-carbonitrile